(3,4-Dihydro-2H-thieno[3,4-b]pyran-4-yl)methanamine hydrochloride Cl.O1C=2C(C(CC1)CN)=CSC2